3,4-dihydroxy-furan-2(5H)-one OC=1C(OCC1O)=O